2-amino-thioxanthone NC1=CC=2C(C3=CC=CC=C3SC2C=C1)=O